N-(5,7-dimethylbenzo[d]thiazol-2-yl)-1-((3-fluorophenyl)sulfonyl)piperidine-4-carboxamide CC=1C=C(C2=C(N=C(S2)NC(=O)C2CCN(CC2)S(=O)(=O)C2=CC(=CC=C2)F)C1)C